1,1,5,5-tetravinyltetramethyltrisiloxane C(=C)[Si](O[Si](O[Si](C=C)(C=C)C)(C)C)(C=C)C